ethyl 1-cyclopropyl-4-(3-methoxy-3-oxopropanamido)-3-methyl-1H-pyrazole-5-carboxylate C1(CC1)N1N=C(C(=C1C(=O)OCC)NC(CC(=O)OC)=O)C